OC1=C(C=C(C=C1C(C1=CC=CC=C1)(C)C)C(CC(C)(C)C)(C)C)N1N=C2C(=N1)C=CC=C2 2-[2'-Hydroxy-3'-(α,α-dimethylbenzyl)-5'-(1,1,3,3-tetramethylbutyl)phenyl]benzotriazol